ClC=1C(=CC2=C(NC(=N2)O[C@H]2[C@@H]3[C@H](OC2)[C@@H](CO3)O)C1)C1=CC=C(C=C1)C1=CC=C(C=C1)S(=O)(=O)N(C)CCOCCO 4'-(6-chloro-2-(((3r,3ar,6r,6ar)-6-hydroxyhexahydrofuro[3,2-b]furan-3-yl)oxy)-1H-benzo[d]imidazol-5-yl)-N-(2-(2-hydroxyethoxy)ethyl)-N-methyl-[1,1'-biphenyl]-4-sulfonamide